CC12CNCC(CC1)C2 methyl-3-azabicyclo[3.2.1]octane